ClC1=CC=C(C=N1)CN1\C(\C=CC=C1)=N/C(C(F)(F)F)=O (Z)-N-[1-[(6-chloro-3-pyridyl)-methyl]-2-pyridylidene]-2,2,2-trifluoro-acetamide